N1[C@@H](CCC1)C(=O)NC(=O)N prolylurea